FC1CCN(CC1)C1=CC=2N(C=C1)C=C(N2)C=2C=C(C=CC2)C 7-(4-Fluoro-piperidin-1-yl)-2-m-tolyl-imidazo[1,2-a]pyridine